3-(4-isopropyl-2-methylcyclohexa-1,5-dien-1-yl)propanoic acid C(C)(C)C1CC(=C(C=C1)CCC(=O)O)C